ethylenebis(4,6-di-t-amylphenol) C(CC1=C(C(=CC(=C1)C(C)(C)CC)C(C)(C)CC)O)C1=C(C(=CC(=C1)C(C)(C)CC)C(C)(C)CC)O